CN(C/C=C/C(=O)N1CC2=CC=CC=C2C1)C (e)-4-(dimethylamino)-1-(isoindolin-2-yl)but-2-en-1-one